N1=CC(=CC=C1)C1=CC=C(C=C1)C1=CC(=CC(=C1)C1=CC=C(C=C1)C=1C=NC=CC1)C1=CC=C(C=C1)C=1C=NC=CC1 1,3,5-Tris(p-pyridin-3-yl-phenyl)benzene